3-(Isopropylamino)-N-(3-(6-(1,2,3,6-tetrahydropyridin-4-yl)benzo[d]thiazol-2-yl)-4,5,6,7-tetrahydrothieno[2,3-c]pyridin-2-yl)cyclobutane-1-carboxamide C(C)(C)NC1CC(C1)C(=O)NC1=C(C2=C(CNCC2)S1)C=1SC2=C(N1)C=CC(=C2)C=2CCNCC2